alpha-cadinene CC1=C[C@@H]2C(=C(C)CC[C@H]2C(C)C)CC1